FC(C(C)(O)C=1C=NC=2CCN(CC2C1)C=1C(=CC=2N(N1)C=NN2)C)(F)F 1,1,1-trifluoro-2-(6-(7-methyl-[1,2,4]triazolo[4,3-b]pyridazin-6-yl)-5,6,7,8-tetrahydro-1,6-naphthyridin-3-yl)propan-2-ol